CC1(CN(C1)CCN)C 2-(3,3-dimethyl-azetidin-1-yl)ethylamine